Cl.ClC1=C(C=CC=C1Cl)N1CCN(CC1)CC[C@@H]1CC[C@H](CC1)NC(=O)N(C)C trans-N-{4-[2-[4-(2,3-dichlorophenyl)piperazine-1-yl]ethyl]cyclohexyl}-N',N'-dimethylurea hydrochloride